1-(5-(cyclohexylthio)-4-(3,4-dichlorophenyl)thiazol-2-yl)-3-methyl-4-(2-nitrophenylmethyl)-1H-pyrazole-5-carboxylic acid C1(CCCCC1)SC1=C(N=C(S1)N1N=C(C(=C1C(=O)O)CC1=C(C=CC=C1)[N+](=O)[O-])C)C1=CC(=C(C=C1)Cl)Cl